P(=O)([O-])([O-])[O-].[Ce+3] cerium ortho-phosphate